C(N)(SCCCCCCCCCCCCCCCCCC)=S.[Na] sodium octadecyl dithiocarbamate